C[Si](CCOC=1N=C(N(C1)C)C(O)C1=CN=CS1)(C)C (2-(trimethyl-silyl)ethoxy(methyl)-1H-imidazol-2-yl)(thiazol-5-yl)methanol